C(CCCCCCCCCCC)C1(C2=CC=CC=C2C=2C=CC=CC12)CCCCCCCCCCCC 9,9-didodecylfluorene